2-(1-(hydroxymethyl)-1H-pyrazol-4-yl)thiazole-4-carboxamide OCN1N=CC(=C1)C=1SC=C(N1)C(=O)N